C1(C=CC(N1CCCCCC(=O)NCC(=O)O)=O)=O 6-maleimidocaproyl-glycine